C(#N)NC1CCC(CC1)C(=O)NC=1SC(=CN1)C1CCCCC1 4-(cyanoamino)-N-(5-cyclohexyl-1,3-thiazol-2-yl)cyclohexane-1-carboxamide